ClC1=C(C=C(C=C1)NC(=O)NC1=C(C(=CC=C1)C(=O)C=1C=C2N=C(C=NC2=CC1)N1CCNCC1)F)C(F)(F)F 1-(4-chloro-3-(trifluoromethyl)phenyl)-3-(2-fluoro-3-(3-(piperazin-1-yl)quinoxaline-6-carbonyl)phenyl)urea